CC(CCCCCCCC(=O)O)C(CCCCCCCCCCCCCCCCCC)C 9,10-dimethyloctacosanoic acid